C(C=C)O[C@@H]1[C@H](CN(CC1)C(=O)OC(C)(C)C)C1=CC=C(C2=CC=C(C=C12)OCCCC=C)C(=O)OC tert-butyl (3S,4S)-4-(allyloxy)-3-(4-(methoxycarbonyl)-7-(pent-4-en-1-yloxy)naphthalen-1-yl)piperidine-1-carboxylate